BrC1=CC(=CC(=N1)N=C1S(CCCCCC1)(=O)(C)C)C ((6-bromo-4-methylpyridin-2-yl)imino)dimethyl-λ6-thiocanone